1,9-Nonandial C(CCCCCCCC=O)=O